N-[2-(4-chloro-2-pyridyl)-2-(1-methylpyrazol-4-yl)propyl]-5-(2,4-difluorophenyl)isoxazole-3-carboxamide ClC1=CC(=NC=C1)C(CNC(=O)C1=NOC(=C1)C1=C(C=C(C=C1)F)F)(C)C=1C=NN(C1)C